COC1=CC=C(C=C1)C(OC[C@@H](CN1C(=NC(C=C1)=O)NC(C1=CC=CC=C1)=O)O)(C1=CC=CC=C1)C1=CC=C(C=C1)OC N-[1-[(2R)-3-[bis(4-methoxyphenyl)-phenyl-methoxy]-2-hydroxy-propyl]-4-oxo-pyrimidin-2-yl]benzamide